1-cyclopropyl-6,7-dihydro-1H-naphthol C1(CC1)C1(CC=CC2=CCCC=C12)O